tert-butyl (S)-4-amino-5-((4-(hydroxymethyl)phenyl)amino)-5-oxopentanoate N[C@@H](CCC(=O)OC(C)(C)C)C(=O)NC1=CC=C(C=C1)CO